3,6-dibenzyl-4-((4-bromobutyl)thio)-5-methylpyridazine C(C1=CC=CC=C1)C=1N=NC(=C(C1SCCCCBr)C)CC1=CC=CC=C1